C(C)(C)(C)C=1C=C(N2C1C1=CC(=C(C=C1CC2)OC)C=2N=NN(N2)C)C(=O)OCC ethyl 1-(tert-butyl)-8-methoxy-9-(2-methyl-2H-tetrazol-5-yl)-5,6-dihydropyrrolo[2,1-a]isoquinoline-3-carboxylate